Copper(II) 2,9,16,23-tetra-tert-butyl-29H,31H-phthalocyanine CC(C)(C)C1=CC2=C3NC(=C2C=C1)NC4=C5C=C(C=CC5=C([N-]4)NC6=C7C=C(C=CC7=C(N6)NC8=C9C=C(C=CC9=C(N3)[N-]8)C(C)(C)C)C(C)(C)C)C(C)(C)C.[Cu+2]